Benzyl 9-azatricyclo[6.3.1.0^{2,7}]dodeca-2(7),3,5,10-tetraene-9-carboxylate C12C=3C=CC=CC3C(N(C=C1)C(=O)OCC1=CC=CC=C1)C2